ethyl 2-(4-amino-3-methoxyphenyl)-3,3,3-trifluoro-2-hydroxypropanoate NC1=C(C=C(C=C1)C(C(=O)OCC)(C(F)(F)F)O)OC